N=C1SCC(N1C1=C(C=CC(=C1)C)[N+](=O)[O-])=O 2-imino-3-(5-methyl-2-nitrophenyl)thiazolidin-4-one